N-(2-chloro-5-(4-((2-hydroxy-1-phenylethyl)amino)quinazolin-6-yl)pyridin-3-yl)methanesulfonamide ClC1=NC=C(C=C1NS(=O)(=O)C)C=1C=C2C(=NC=NC2=CC1)NC(CO)C1=CC=CC=C1